((2R,3S,4R,5S)-5-(4-aminopyrrolo[2,1-f][1,2,4]triazin-7-yl)-2-cyano-3,4-dihydroxytetrahydrofuran-2-yl)methyl 2-(1-methylcyclobutyl)acetate CC1(CCC1)CC(=O)OC[C@]1(O[C@H]([C@@H]([C@@H]1O)O)C1=CC=C2C(=NC=NN21)N)C#N